[Cl-].FC1=C(OCCCCCCC2=CC3=C(N=C(O3)NC[C@@H]3C[NH2+]CC3)C=C2)C=CC=C1 (R)-3-(((6-(6-(2-fluorophenoxy)hexyl)benzo[d]oxazol-2-yl)amino)methyl)pyrrolidin-1-ium chloride